indolium chlorid [Cl-].[NH2+]1C=CC2=CC=CC=C12